ClC=1C(=C(C=CC1)C=1N(C=C(N1)C)O)F 2-(3-chloro-2-fluorophenyl)-1-hydroxy-4-methyl-1H-imidazole